[8-(1-octylnonoxy)-8-oxo-octyl](2S,4S)-4-[3-(dimethylamino)propanoyloxy]-1-(6-oxo-6-undecoxy-hexyl)piperidine C(CCCCCCC)C(CCCCCCCC)OC(CCCCCCC[C@@H]1N(CC[C@@H](C1)OC(CCN(C)C)=O)CCCCCC(OCCCCCCCCCCC)=O)=O